C(C1=CC=CC=C1)OC1=CC(=CC2=C1C=C(O2)C(C)=O)F 1-(4-(benzyloxy)-6-fluorobenzofuran-2-yl)ethanone